OC1=CC=C(C=C1)C1=NN(C=C1C1=CC=NC=C1)C(=O)OC(C)(C)C tert-Butyl 3-(4-hydroxyphenyl)-4-(4-pyridyl)pyrazole-1-carboxylate